[Cl-].[Cl-].CC([Ti](C=[SiH2])(C1=CC=CC=2C3=CC=CC=C3CC12)C1=CC=CC=2C3=CC=CC=C3CC12)C dimethylsilylenebis(fluorenyl)dimethyl-titanium dichloride